Rel-tert-butyl (1S,4S,6S)-6-(((2-(2,6-dioxopiperidin-3-yl)-1-oxoisoindolin-5-yl) methyl) amino)-2-azabicyclo[2.2.1]heptane-2-carboxylate O=C1NC(CC[C@H]1N1C(C2=CC=C(C=C2C1)CN[C@H]1C[C@@H]2CN([C@H]1C2)C(=O)OC(C)(C)C)=O)=O |o1:6|